(1s,3s)-3-(2-methoxyethoxy)cyclobutan-1-ol COCCOC1CC(C1)O